C1C=CS(=O)S1 dithiolone